C(C)(=O)N1[C@H]([C@@H]([C@H](C2=CC(=CC=C12)C(=O)N)NC=1C=NC(=CC1)C#N)C)C1CC1 (2S,3R,4R)-1-acetyl-4-((6-cyanopyridin-3-yl)amino)-2-cyclopropyl-3-methyl-1,2,3,4-tetrahydroquinoline-6-carboxamide